C(CCC)N1C(=CC2=CC(=CC=C12)NC(C1=C(C=CC(=C1)CNC(C(C)C)=O)Cl)=O)C(=O)NC1=CC=C(C=C1)C(F)(F)F 1-butyl-5-(2-chloro-5-(isobutyrylaminomethyl)benzoylamino)-N-(4-(trifluoromethyl)phenyl)-1H-indole-2-carboxamide